1-(3-(3,4-diaminophenyl)isoquinolin-8-yl)-3-ethyl-5,6-dihydroimidazo[1,5-a]pyrazin NC=1C=C(C=CC1N)C=1N=CC2=C(C=CC=C2C1)C=1N=C(N2C1C=NCC2)CC